C(#N)C1=NC2=CC(=CC(=C2N=C1C=1C=NC=CC1)[C@@H](C)NC1=C(C(=O)O)C=CC=C1)C (R)-2-((1-(2-cyano-7-methyl-3-(pyridin-3-yl)quinoxalin-5-yl)ethyl)-amino)benzoic acid